BrC1=NC=CC(=C1F)\C=C\[N+](=O)[O-] 2-bromo-3-fluoro-4-((E)-2-nitro-vinyl)-pyridine